C(C)(C)(C)C1(NC2=CC=CC=C2N=C1NC(C)(C)C)N 2,N3-di-t-butylquinoxaline-2,3-diamine